BrC1=NN=C(N1C1=NC=CC=C1)Br 2-(3,5-dibromo-1,2,4-triazol-4-yl)pyridine